C(C)=C1CC1 Ethylidenecyclopropane